(2R,3S)-3-((5-fluoro-2-(2-methoxy-7-methylquinoxalin-5-yl)benzo[d]thiazol-6-yl)oxy)butan-2-yl (5-(hydroxymethyl)pyridin-3-yl)carbamate OCC=1C=C(C=NC1)NC(O[C@H](C)[C@H](C)OC1=CC2=C(N=C(S2)C2=C3N=CC(=NC3=CC(=C2)C)OC)C=C1F)=O